tert-butyl (R)-4-(3-(2-((6-(bis(tert-butoxycarbonyl)amino)-9H-purin-9-yl)methyl)-3,4-dichloro phenoxy)propyl)-1,2,3-oxathiazolidine-3-carboxylate 2,2-dioxide C(C)(C)(C)OC(=O)N(C1=C2N=CN(C2=NC=N1)CC1=C(OCCC[C@H]2N(S(OC2)(=O)=O)C(=O)OC(C)(C)C)C=CC(=C1Cl)Cl)C(=O)OC(C)(C)C